cis-3-Hexenyl Isovalerate C(CC(C)C)(=O)OCC\C=C/CC